FC=1C(=C2C(=CN=CC2=CC1)[Sn](C)(C)C)OC([2H])([2H])F 6-Fluoro-5-(fluoromethoxy-d2)-4-(trimethylstannyl)isoquinoline